ClC=1C(=C(C=2CCCCC2C1)C(=O)O)C 3-chloro-2-methyl-5,6,7,8-tetrahydronaphthalene-1-carboxylic acid